C(CCCCCCCCC)NCCC(=O)[O-].[Na+] sodium β-decylaminopropionate